phenylenedi(methyldiethoxysilane) C1(=C(C=CC=C1)[Si](OCC)(OCC)C)[Si](OCC)(OCC)C